C1(CC1)NC(=O)C=1C=CC(=C(C1)C=1N=CN(C1)C1=CN=C2N1C=C(C=C2)C(=O)N(C)C)C 3-{4-[5-(cyclopropylcarbamoyl)-2-methylphenyl]-1H-imidazol-1-yl}-N,N-dimethylimidazo[1,2-a]pyridine-6-carboxamide